N-hydroxy-4-(5-(4-methylpiperazin-1-yl)-1H-benzimidazol-2-yl)benzamide butyl-3-[3-tert-butyl-4-(3,5-di-tert-butyl-4-hydroxybenzoyloxy)phenyl]Propionate C(CCC)OC(CCC1=CC(=C(C=C1)OC(C1=CC(=C(C(=C1)C(C)(C)C)O)C(C)(C)C)=O)C(C)(C)C)=O.ONC(C1=CC=C(C=C1)C1=NC2=C(N1)C=CC(=C2)N2CCN(CC2)C)=O